2-[[5-(2-Chloro-4-nitrophenyl)-2-furanyl]methylene]-1H-indene-1,3(2H)-dione ClC1=C(C=CC(=C1)[N+](=O)[O-])C1=CC=C(O1)C=C1C(C2=CC=CC=C2C1=O)=O